C(C)(C)(C)OC(=O)N1CCN(CCC1)C1=NC=CC=N1 4-(pyrimidin-2-yl)-1,4-diazacycloheptane-1-carboxylic acid tert-butyl ester